1-(tert-butyl) 3,3-diethyl azetidine-1,3,3-tricarboxylate N1(CC(C1)(C(=O)OCC)C(=O)OCC)C(=O)OC(C)(C)C